(R)-N-(1-(6,7-difluoro-1-oxo-1,2-dihydroisoquinolin-4-yl)ethyl)-8-fluoro-N-methylindolizine-2-carboxamide FC=1C=C2C(=CNC(C2=CC1F)=O)[C@@H](C)N(C(=O)C=1C=C2C(=CC=CN2C1)F)C